4-(benzyloxy)-2-(1-oxido-2,3-dihydro-1,4-benzothiazepin-4(5H)-yl)quinazoline-6-carboxylic acid C(C1=CC=CC=C1)OC1=NC(=NC2=CC=C(C=C12)C(=O)O)N1CCS(C2=C(C1)C=CC=C2)=O